C(C)(=O)OCC1=CC=C(C=C1)N1C(=NC=2C1=NC(=CC2)Br)C2=NC=CN=C2N 4-(2-(3-Aminopyrazin-2-yl)-5-bromo-3H-imidazo[4,5-b]pyridin-3-yl)benzyl acetate